ClC1=C(OC2=NC=C(C=C2C(=O)NC=2CC(C=CC2)=NS(=O)(=O)C)C(F)(F)F)C=CC(=C1)OC 2-(2-chloro-4-methoxy-phenoxy)-N-[3-(methylsulfonylimino)phenyl]-5-(trifluoromethyl)pyridine-3-carboxamide